2-bromo-4-butylthiazole BrC=1SC=C(N1)CCCC